{3-[(3S,4S)-4-amino-3-methyl-2-oxa-8-azaspiro[4.5]decan-8-yl]-5-methyl-6-(1-methyl-1H-indol-2-yl)pyrazin-2-yl}methanol N[C@@H]1[C@@H](OCC12CCN(CC2)C=2C(=NC(=C(N2)C)C=2N(C1=CC=CC=C1C2)C)CO)C